4-amino-6-(3-chloro-4-fluorophenoxy)-5-(3-methoxy-2,6-dimethylphenyl)nicotinamide NC1=C(C(=NC=C1C(=O)N)OC1=CC(=C(C=C1)F)Cl)C1=C(C(=CC=C1C)OC)C